O(P([O-])(=O)OP(=O)([O-])[O-])C\C=C(/C)\CCC=C(C)C geranyl diphosphate